2-((3-(4-((5-(trifluoromethyl)pyridin-3-yl)oxy)phenyl)-1,2,4-oxadiazol-5-yl)methyl)acrylic acid FC(C=1C=C(C=NC1)OC1=CC=C(C=C1)C1=NOC(=N1)CC(C(=O)O)=C)(F)F